C(CC)[NH3+] 1-propanaminium